C(C)(C)(C)C1N2C(C=3N(N=C4C(=CC=CC34)OCCCOCC)C1)=CC(C(=C2)C(=O)O)=O 6-(tert-butyl)-10-(3-ethoxypropoxy)-2-oxo-6,7-dihydro-2H-pyrido[2',1':3,4]pyrazino[1,2-b]indazole-3-carboxylic acid